FC(C=1C(=NC=CC1)C#N)(F)F 3-(trifluoromethyl)picolinonitrile